(1-((6-chloro-2H-indazol-3-yl)methoxy)cyclopropyl)methanesulfonic acid methyl ester COS(=O)(=O)CC1(CC1)OCC=1NN=C2C=C(C=CC12)Cl